OCCCC#CC1=C2C(N(C(=NC2=CC=C1)C)C1CNCCC1)=O 3-(5-(5-Hydroxypent-1-yn-1-yl)-2-methyl-4-oxoquinazolin-3(4H)-yl)piperidin